COC=1C=C(C=C(C1C(NCC(F)(F)F)=O)OC)C1=CN=C2N1C=CC(=C2)C=2C=NN(C2)C2CN(C2)C(=O)OC(C)(C)C tert-butyl 3-[4-[3-[3,5-dimethoxy-4-(2,2,2-trifluoroethyl-carbamoyl) phenyl]imidazo[1,2-a]pyridin-7-yl]pyrazol-1-yl]azetidine-1-carboxylate